NC1=C(C=C(C=N1)NC(C(=O)N1[C@H](CC[C@@H](C1)C)C1=CC(=CC=C1)Cl)=O)C N-(6-amino-5-methyl-3-pyridyl)-2-[(2R,5S)-2-(3-chlorophenyl)-5-methyl-1-piperidyl]-2-oxo-acetamide